N-(2-(1-Benzylpiperidin-4-yl)ethyl)-5-(4-(piperidin-4-yloxy)phenyl)thiophene-2-carboxamide C(C1=CC=CC=C1)N1CCC(CC1)CCNC(=O)C=1SC(=CC1)C1=CC=C(C=C1)OC1CCNCC1